ClC=1C=C(C(=NC1)OC1=CC(=C(C=C1)N1N=CC(=C1)CCO)F)F 2-(1-(4-((5-chloro-3-fluoropyridin-2-yl)oxy)-2-fluorophenyl)-1H-pyrazol-4-yl)ethan-1-ol